FC1(OC2=C(O1)C=CC(=C2)[C@H](C)OC=2C=C(C=NC2)N2N=C(C1=C2N(CCC1)C[C@@H]1CC[C@H](CC1)C(=O)O)C(F)(F)F)F Trans-4-[[1-[5-[(1S)-1-(2,2-difluoro-1,3-benzodioxol-5-yl)ethoxy]-3-pyridyl]-3-(trifluoromethyl)-5,6-dihydro-4H-pyrazolo[3,4-b]pyridine-7-yl]methyl]cyclohexanecarboxylic acid